(3-([CYCLOHEXYL(ETHYL)AMINO]METHYL)PHENYL)BORANEDIOL C1(CCCCC1)N(CC)CC=1C=C(C=CC1)B(O)O